3-{[2-(cyclopropylsulfonylamino)-3-fluoro-4-pyridyl]methyl}-6-fluoro-7-hydroxy-2H,3H-spiro[1,3-benzoxazine-4,3'-oxetan]-2-one C1(CC1)S(=O)(=O)NC1=NC=CC(=C1F)CN1C(OC2=C(C=C(C(=C2)O)F)C12COC2)=O